CC1=C(OC2=C1C=C(C=C2)S(N(CCC2=CC=CC=C2)CC2=CC=C(C=C2)\C=C\C(=O)OC)(=O)=O)C(=O)OCC (E)-ethyl 3-methyl-5-(N-(4-(3-methoxy-3-oxoprop-1-en-1-yl)benzyl)-N-phenethylsulfamoyl)benzofuran-2-carboxylate